tert-butyl 2-(phenylmethyloxy)-7,8-dihydro-1,6-naphthyridine-6(5H)-carboxylate C1(=CC=CC=C1)COC1=NC=2CCN(CC2C=C1)C(=O)OC(C)(C)C